C(C)P(C1=C(SC=C1P(CC)CC)C)CC 3,4-bis(diethylphosphino)-2-methylthiophene